[Si](C1=CC=CC=C1)(C1=CC=CC=C1)(C(C)(C)C)OCC1CCC(CC1)(O)C=C (1r,4r)-4-(((tert-butyldiphenylsilyl)oxy)methyl)-1-vinylcyclohexan-1-ol